3-isopropoxypyridine-2-aldehyde C(C)(C)OC=1C(=NC=CC1)C=O